(1S,2R)-2-((S)-5-Chloro-1-((2-oxopyrrolidin-1-yl)methyl)-8-(pyridin-2-ylmethoxy)-1,2,3,4-tetrahydroisochinolin-2-carbonyl)cyclohexan ClC1=C2CCN([C@@H](C2=C(C=C1)OCC1=NC=CC=C1)CN1C(CCC1)=O)C(=O)C1CCCCC1